(S)-N-(1''-(5-(cyclopentyl(hydroxy)methyl)furan-2-carbonyl)dispiro[cyclopropane-1,1'-cyclohexane-4',3''-indolin]-5''-yl)ethanesulfonamide C1(CCCC1)[C@@H](C1=CC=C(O1)C(=O)N1CC2(C3=CC(=CC=C13)NS(=O)(=O)CC)CCC1(CC2)CC1)O